O-aminoethylglycine NCCOC(CN)=O